(2S,4R)-1-[(2R)-2-(4-cyclopropyltriazol-1-yl)-3,3-dimethyl-butanoyl]-4-hydroxy-N-(3-hydroxy-2-pyrazol-1-yl-cyclobutyl)pyrrolidine-2-carboxamide C1(CC1)C=1N=NN(C1)[C@@H](C(=O)N1[C@@H](C[C@H](C1)O)C(=O)NC1C(C(C1)O)N1N=CC=C1)C(C)(C)C